N[C@H](C(=O)NCCCC[C@@H](C(=O)OC(C)(C)C)NC(=O)N[C@H](C(=O)OC(C)(C)C)CCC(=O)OC(C)(C)C)CC1=CC(=CC=C1)S(F)(F)(F)(F)F di-tert-butyl (2S)-2-({[(2S)-6-({(2S)-2-amino-3-[3-(pentafluoro-lambda6-sulfanyl)phenyl]propanoyl}amino)-1-tert-butoxy-1-oxohexan-2-yl]carbamoyl}amino)pentanedioate